(1,3-dimethyl-azetidin-3-yl)-(6-ethoxy-pyridin-3-yl)-(4-trifluoromethoxy-phenyl)-methanol CN1CC(C1)(C)C(O)(C1=CC=C(C=C1)OC(F)(F)F)C=1C=NC(=CC1)OCC